NC1=NC(=NC(=N1)N)CCN1C(=NC=C1)C 2,4-diamino-6-(2-methyl-1-imidazolyl)ethyl-1,3,5-triazine